C(C)(C)C=1C=C(C=C(C1NC(=O)C=1SC=CC1)C(=C)C1=CC=CC=C1)C1=CC=CC=C1 N-(3-isopropyl-5-(1-phenylvinyl)-[1,1'-biphenyl]-4-yl)thiophene-2-carboxamide